3-((1r,2r)-2-((2-chlorophenyl)amino)-5-oxo-1-phenylcyclopent-3-en-1-yl)-2,2-difluoro-N-phenylpropylamine ClC1=C(C=CC=C1)N[C@H]1[C@](C(C=C1)=O)(C1=CC=CC=C1)CC(CNC1=CC=CC=C1)(F)F